2-(dimethylamino)-1-(4-(5-(3-isopropyl-2-(1H-pyrazolo[3,4-b]pyridin-4-yl)-1H-indol-5-yl)-1,3,4-oxadiazol-2-yl)piperidin-1-yl)ethan-1-one CN(CC(=O)N1CCC(CC1)C=1OC(=NN1)C=1C=C2C(=C(NC2=CC1)C1=C2C(=NC=C1)NN=C2)C(C)C)C